FC([C@@H](O)[C@H]1CC(CN1)NC(OCC1=CC=CC=C1)=O)(F)F benzyl ((5R)-5-((S)-2,2,2-trifluoro-1-hydroxyethyl)pyrrolidin-3-yl)carbamate